OCCCC=1NC(C(=C(N1)C)CN1C=NC(=C(C1=O)OC1=C(C=C(C#N)C=C1C)C)C(C(F)F)(F)F)=O 4-((1-((2-(3-hydroxypropyl)-4-methyl-6-oxo-1,6-dihydropyrimidin-5-yl)methyl)-6-oxo-4-(1,1,2,2-tetrafluoroethyl)-1,6-dihydropyrimidin-5-yl)oxy)-3,5-dimethylbenzonitrile